2-[4-[3-[(1R)-1-aminoethyl]-5-methoxy-phenyl]pyrazol-1-yl]-N,N-dimethyl-acetamide hydrochloride Cl.N[C@H](C)C=1C=C(C=C(C1)OC)C=1C=NN(C1)CC(=O)N(C)C